(Ra)-6-(1-(4-(2-(Dimethylamino)pyridin-4-yl)benzyl)-4-fluoro-1H-indol-7-carboxamido)-spiro[3.3]heptan CN(C1=NC=CC(=C1)C1=CC=C(CN2C=CC3=C(C=CC(=C23)C(=O)NC2CC3(CCC3)C2)F)C=C1)C